e-tetrahydrofolate C(CC[C@@H](C(=O)O)NC(=O)C1=CC=C(NCC2CNC=3N=C(N)NC(=O)C3N2)C=C1)(=O)[O-]